O.O.[O-][Os](=O)(=O)[O-].[K+].[K+] potassium dioxido(dioxo)osmium dihydrate